COC1=C(C=CC(=N1)C=1C=NC(=NC1)C(=O)O)NC(=O)C1=C(N=NN1C1=CC=CC=C1)C 5-(6-methoxy-5-(4-methyl-1-phenyl-1H-1,2,3-triazole-5-carboxamido)pyridin-2-yl)pyrimidine-2-carboxylic acid